(4-[[(1S,2S)-2-[2-Azabicyclo[2.2.2]octan-2-yl]-4,6-dichloro-2,3-dihydro-1H-inden-1-yl]oxy])benzene C12N(CC(CC1)CC2)[C@@H]2[C@H](C1=CC(=CC(=C1C2)Cl)Cl)OC2=CC=CC=C2